ClC1=CC=C(C=C1)[C@@H]1N(C(CC2=CC(=C(C=C12)OC(C)C)OC)=O)C1=CC=C(C=C1)N(C[C@@H]1CC[C@H](CC1)N1CC(N(CC1)C)=O)C (S)-1-(4-chloro-phenyl)-7-isopropoxy-6-methoxy-2-(4-{methyl-[4-(4-methyl-3-oxo-piperazin-1-yl)-trans-cyclohexylmethyl]-amino}-phenyl)-1,4-dihydro-2H-isoquinolin-3-one